C(C(=O)O)(=O)O.ClC1=C(C=CC=C1)NC(=O)C1=CN=C2N1C=C(C=C2)C2CCNCC2 N-(2-chlorophenyl)-6-(piperidin-4-yl)imidazo[1,2-a]pyridine-3-carboxamide oxalate